ClO[Si](C(C)C)(C(C)C)O[Si](C(C)C)(C(C)C)OCl (chlorooxy)({[(chlorooxy)diisopropylsilyl]oxy})diisopropylsilane